ClC=1C=C(C=CC1F)NC(C1=CC(=C(C=C1)F)C(C(=O)N1[C@H]2CC(C[C@@H]1CC2)O)(F)F)=O N-(3-chloro-4-fluorophenyl)-3-(1,1-difluoro-2-((1R,3s,5S)-3-hydroxy-8-azabicyclo[3.2.1]octan-8-yl)-2-oxoethyl)-4-fluorobenzamide